ICCCC 3-iodo-methylpropane